N=1CN(C=CC1)C(CO)C 2-pyrimidin-3-yl-propanol